OCC1CC[C@@H](CO1)NC(OC(C)(C)C)=O tert-Butyl [(3S)-6-(hydroxymethyl)tetrahydro-2H-pyran-3-yl]carbamate